(R)-N-(diphenylmethylene)-3-fluoro-5-(2-methylpyrrolidin-1-yl)pyridin-2-amine C1(=CC=CC=C1)C(=NC1=NC=C(C=C1F)N1[C@@H](CCC1)C)C1=CC=CC=C1